N'-(2-((((1s,4s)-4-(3-hydroxyphenyl)cyclohexyl)oxy)methyl)pyridin-3-yl)-N,N-dimethyl-sulfamide OC=1C=C(C=CC1)C1CCC(CC1)OCC1=NC=CC=C1NS(=O)(=O)N(C)C